3-cyclopropyl-6-((4-(4,4,5,5-tetramethyl-1,3,2-dioxaborolan-2-yl)phenoxy)methyl)-6,7-dihydro-4H-[1,2,3]triazolo[5,1-c][1,4]oxazine C1(CC1)C=1N=NN2C1COC(C2)COC2=CC=C(C=C2)B2OC(C(O2)(C)C)(C)C